1-palmitoyl-2-(5'-oxo-pentanoyl)-sn-glycero-3-phosphocholine C(CCCCCCCCCCCCCCC)(=O)OC[C@@H](OC(CCCC=O)=O)COP(=O)([O-])OCC[N+](C)(C)C